9-chloro-5-(3-methoxy-2,6-dimethylphenyl)-2,3-dimethylpyrido[4,3-f]quinoxaline ClC1=CC=2C=3N=C(C(=NC3C(=CC2C=N1)C1=C(C(=CC=C1C)OC)C)C)C